9-[2-(diethoxyphosphonomethoxy)ethyl]adenine C(C)OOP(=O)(OOCC)COCCN1C2=NC=NC(=C2N=C1)N